2-[4-benzyloxy-6-(hydroxymethyl)pyrazolo[3,4-d]pyrimidin-1-yl]-5-fluoro-phenol C(C1=CC=CC=C1)OC1=C2C(=NC(=N1)CO)N(N=C2)C2=C(C=C(C=C2)F)O